C1(CCCCC1)C1(CC(=C(C=C1)C(C1=CC=C(C=C1)O)C1=C(CC(C=C1)(C1CCCCC1)O)C)C)O bis(4-cyclohexyl-4-hydroxy-2-methylphenyl)-4-hydroxyphenylmethane